ClC1=CC=C(C(=N1)C(=O)O)NC(C)C1=CC(=CC=2C=3N(C(=NC12)N1CCC(CC1)(F)F)C=CN3)C 6-chloro-3-((1-(5-(4,4-difluoropiperidin-1-yl)-9-methylimidazo[1,2-c]quinazolin-7-yl)ethyl)amino)picolinic acid